C1(=CC(=CC=C1)OC(=O)C1C(C(C1C1=CC=CC=C1)C(=O)O)C1=CC=CC=C1)C1=CC=CC=C1 (±)-e-3-(1,1'-biphenyl-3-yloxycarbonyl)-2,4-diphenylcyclobutane-1-carboxylic acid